C(C1=CC=CC=C1)O[C@]1(C2=NN=C(C=3C(=CC(=C(NC(CCC=CC1)(C)C)N3)C(F)F)[N+](=O)[O-])O2)C(F)(F)F (6R)-6-benzyloxy-15-(difluoromethyl)-12,12-dimethyl-17-nitro-6-(trifluoromethyl)-19-oxa-3,4,13,18-tetrazatricyclo[12.3.1.12,5]nonadeca-1(18),2,4,8,14,16-hexaene